(S)-6-(4-chlorophenyl)-N-(1-(cyanomethyl)-4-methylpiperidin-4-yl)-2-(1-methyl-1H-pyrazol-4-yl)pyrimidine-4-formamide ClC1=CC=C(C=C1)C1=CC(=NC(=N1)C=1C=NN(C1)C)C(=O)NC1(CCN(CC1)CC#N)C